1-(Difluoromethyl)-N-(4-(6-fluoro-3,4-dihydroisoquinolin-2(1H)-yl)-2,6-dimethylphenyl)cyclopentane-1-carboxamide FC(C1(CCCC1)C(=O)NC1=C(C=C(C=C1C)N1CC2=CC=C(C=C2CC1)F)C)F